ClC1=C(C=C(C=C1)C)N1N=CC2=C1COC[C@@H]2NC(=O)C=2N=CN1C2CCCC1 (R)-N-(1-(2-chloro-5-methylphenyl)-1,4,5,7-tetrahydropyrano[3,4-c]pyrazol-4-yl)-5,6,7,8-tetrahydroimidazo[1,5-a]pyridine-1-carboxamide